3-(6-chloro-4-((2R,6S)-4-(2-fluoroacryloyl)-6-methyl-1-(methylsulfonyl)piperazin-2-yl)pyridin-2-yl)-N-methylbenzamide ClC1=CC(=CC(=N1)C=1C=C(C(=O)NC)C=CC1)[C@H]1N([C@H](CN(C1)C(C(=C)F)=O)C)S(=O)(=O)C